Furano[3,4-b]Pyridine-5,7-dione N1=C2C(=CC=C1)C(OC2=O)=O